2-chloro-N4,5,N7-trimethylpyrido[2,3-d]pyrimidine-4,7-diamine ClC=1N=C(C2=C(N1)N=C(C=C2C)NC)NC